1-acetyl-N-tert-butyl-indoline-5-sulfonamide C(C)(=O)N1CCC2=CC(=CC=C12)S(=O)(=O)NC(C)(C)C